[6-[[2-Fluoro-4-(trifluoromethylsulfinyl)phenyl]methyl]-2-azaspiro[3.3]heptan-2-yl]-[rac-(3S)-3-(1H-1,2,4-triazol-3-yl)pyrrolidin-1-yl]methanone FC1=C(C=CC(=C1)S(=O)C(F)(F)F)CC1CC2(CN(C2)C(=O)N2C[C@H](CC2)C2=NNC=N2)C1 |r|